5-(4-fluorophenyl)-4-hydroxy-N-[4-[(7-methoxy-1,5-naphthyridin-4-yl)oxy]phenyl]-6-methylpyridine-3-carboxamide FC1=CC=C(C=C1)C=1C(=C(C=NC1C)C(=O)NC1=CC=C(C=C1)OC1=CC=NC2=CC(=CN=C12)OC)O